(R)-2-((2-chloro-5-(ethoxymethyl)pyrimidin-4-yl)amino)-10-methyl-9,10,11,12-tetrahydro-8H-pyrazolo[1'',5'':1',2']pyrido[3',4':4,5]thieno[3,2-e][1,4]diazepin-8-one ClC1=NC=C(C(=N1)NC1=NN2C(C3=C(SC4=C3NC[C@H](NC4=O)C)C=C2)=C1)COCC